S1C=NC=C1C(C)N 1-(thiazol-5-yl)ethan-1-amine